C(=O)O.NC1=CN=NC2=CC(=CC=C12)C=1C(=CC(=C(C1)B(O)O)OC(F)F)N1N=CC=C1 [5-(4-aminocinnolin-7-yl)-2-(difluoromethoxy)-4-(1H-pyrazol-1-yl)phenyl]boronic acid formic acid salt